FC1=CC=C(C=C1)C1=NN2C(CN(C[C@H]2CCO)C(=O)OC(C)(C)C)=C1C1=CC=NC=C1 |r| tert-butyl (7RS)-2-(4-fluorophenyl)-7-(2-hydroxyethyl)-3-(pyridin-4-yl)-6,7-dihydropyrazolo[1,5-a]pyrazine-5(4H)-carboxylate